ClC=1C=C(C=CC1)N[C@H](CC(C)C)C(=O)N1[C@H]2CC([C@@H]([C@H]1C(=O)N[C@H](\C=C(\C(=O)OCC)/F)C[C@@H]1C(NCC1)=O)CC2)(F)F ethyl (S,Z)-4-((1R,3S,4R)-2-((3-chlorophenyl)-D-leucyl)-5,5-difluoro-2-azabicyclo[2.2.2]octane-3-carboxamido)-2-fluoro-5-((R)-2-oxopyrrolidin-3-yl)pent-2-enoate